8-fluoro-2-methyl-N-{[5-(piperazin-1-yl)cinnolin-8-yl]methyl}imidazo[1,2-a]pyridin-6-amine FC=1C=2N(C=C(C1)NCC=1C=CC(=C3C=CN=NC13)N1CCNCC1)C=C(N2)C